{8-chloro-1,1,3-trioxo-4H-1lambda6-pyrido[4,3-e][1,2,4]thiadiazin-2-yl}acetic acid ClC1=NC=CC=2NC(N(S(C21)(=O)=O)CC(=O)O)=O